N-[(6-Amino-2-pyridyl)sulfonyl]-6-(6-isopropoxy-3-pyridyl)-2-(2-methyl-3-phenylpyrrolidin-1-yl)pyridin-3-carboxamid NC1=CC=CC(=N1)S(=O)(=O)NC(=O)C=1C(=NC(=CC1)C=1C=NC(=CC1)OC(C)C)N1C(C(CC1)C1=CC=CC=C1)C